C(C)(C)(C)C1N(CCC2=CC(=CC=C12)CN1N=C(C=2C1=NC=NC2N)C=2C=CC1=C(N=C(O1)N)C2)C(=O)OC2=C(C=CCC2(C)C(C)(C)C)C(C)(C)C 2,6-ditert-butyl-cresol tert-butyl-6-((4-amino-3-(2-aminobenzo[d]oxazol-5-yl)-1H-pyrazolo[3,4-d]pyrimidin-1-yl)methyl)-3,4-dihydroisoquinoline-2(1H)-carboxylate